1-hydroxy-3-(3-methylphenyl)propan OCCCC1=CC(=CC=C1)C